N-[4-fluoro-5-[1-[(2R,6S)-2,6-dimethyloxan-4-yl]-3,6-dihydro-2H-pyridin-4-yl]-2-[(3S,5R)-3,4,5-trimethylpiperazin-1-yl]phenyl]-6-oxo-4-(trifluoromethyl)-1H-pyridine-3-carboxamide FC1=CC(=C(C=C1C=1CCN(CC1)C1C[C@H](O[C@H](C1)C)C)NC(=O)C1=CNC(C=C1C(F)(F)F)=O)N1C[C@@H](N([C@@H](C1)C)C)C